C(C)(C)N1C2=CC=CC=C2OC=2C=CC=CC12 10-isopropyl-phenoxazine